3-oxo-cyclobuten-1-yl chloroformate ClC(=O)OC1=CC(C1)=O